5-acetyl-2-(4-(benzyloxy)-3-chlorophenyl)-6,7-dihydrobenzofuran C(C)(=O)C=1CCC2=C(C=C(O2)C2=CC(=C(C=C2)OCC2=CC=CC=C2)Cl)C1